CN(C)C1CCN(CC1)C2=CC(=C(C=C2)N)OC 1-(4-amino-3-methoxyphenyl)-N,N-dimethylpiperidin-4-amine